4-n-dodecyl-p-cresol C(CCCCCCCCCCC)C1(CC=C(C=C1)O)C